3-tert-butyl-4-hydroxy-5-methylbenzenepropanoate C(C)(C)(C)C=1C=C(C=C(C1O)C)CCC(=O)[O-]